O=C1NC(CCC1N1C(C2=CC=C(C=C2C1=O)N1CCN(CC1)C1=CC=C(C=C1)N(C(C)=O)C1CCC(CC1)NC1=NC2=CC=CC=C2C=N1)=O)=O N-(4-(4-(2-(2,6-dioxopiperidin-3-yl)-1,3-dioxoisoindolin-5-yl)piperazin-1-yl)phenyl)-N-((1r,4r)-4-(quinazolin-2-ylamino)cyclohexyl)acetamide